COC=1C2=C(N=C(N1)NC1CCC3(COC3)CC1)NC=C2C2=CC=1N(C=C2)N=CC1 4-methoxy-5-(pyrazolo[1,5-a]pyridin-5-yl)-N-(2-oxaspiro[3.5]nonan-7-yl)-7H-pyrrolo[2,3-d]pyrimidin-2-amine